1-[[2-(difluoromethoxy)pyridin-4-yl]methyl]-3-(3-methylphenyl)urea FC(OC1=NC=CC(=C1)CNC(=O)NC1=CC(=CC=C1)C)F